7-methyl-4-(5-methyl-1-(tetrahydro-2H-pyran-2-yl)-1H-indazol-4-yl)-2-(methylsulfonyl)-6,7-dihydro-5H-pyrrolo[2,3-d]pyrimidine CN1CCC2=C1N=C(N=C2C2=C1C=NN(C1=CC=C2C)C2OCCCC2)S(=O)(=O)C